BrC=1C=C(OC(C1OCC1OCCOC1)=O)C(=O)OC Methyl 4-bromo-5-(1,4-dioxan-2-ylmethoxy)-6-oxopyran-2-carboxylate